ethyl 3-(1-(2-(2-hydroxyethoxy)ethyl)-4-methyl-1H-benzo[d][1,2,3]triazol-5-yl)-3-(1,2,3,4-tetrahydroisoquinolin-7-yl)propanoate OCCOCCN1N=NC2=C1C=CC(=C2C)C(CC(=O)OCC)C2=CC=C1CCNCC1=C2